n-propynyl-methacrylamide C(#CC)C=C(C(=O)N)C